biphenyl boron difluoride [B](F)F.C1(=CC=CC=C1)C1=CC=CC=C1